COC(CNC(OCC)=O)OC Ethyl (2,2-dimethoxyethyl)carbamate